prop-2-ynoxycarbonyl prop-2-ynyl carbonate C(OC(=O)OCC#C)(OCC#C)=O